2-(benzyloxy)-3-bromo-6-methylpyridine C(C1=CC=CC=C1)OC1=NC(=CC=C1Br)C